C(#N)C1=CC(=C(COC2=C(C=CC(=N2)C2=CC(=C(CC=3N(C4=C(N3)SC(=C4)C(=O)OC)C[C@H]4OCC4)C=C2F)F)F)C=C1)F methyl (S)-2-(4-(6-((4-cyano-2-fluorobenzyl)oxy)-5-fluoropyridin-2-yl)-2,5-difluorobenzyl)-1-(oxetan-2-ylmethyl)-1H-thieno[2,3-d]imidazole-5-carboxylate